Tetrabutyl silicate [Si](OCCCC)(OCCCC)(OCCCC)OCCCC